FC(OC1=CC(=NN1)NC1=NC(=CN=C1)O[C@H]1CN(CC1)C)F (R)-N-(5-(difluoromethoxy)-1H-pyrazol-3-yl)-6-((1-methylpyrrolidin-3-yl)oxy)pyrazin-2-amine